methyl 2,2-bis(isopropoxycarbothioylsulfanyl)-2-methoxy-acetate C(C)(C)OC(=S)SC(C(=O)OC)(OC)SC(=S)OC(C)C